S(=O)(=O)(ON1[C@@H]2CC[C@H](N(C1=O)C2)C(NC(CC(F)(F)F)=O)=N)O (2S,5R)-7-oxo-2-(N-(3,3,3-trifluoropropanoyl) carbamimidoyl)-1,6-diazabicyclo[3.2.1]octan-6-yl hydrogen sulfate